[C@@H]12N(CC[C@H]2NC1)C(=O)OC(C)(C)C tert-butyl (1R,5R)-2,6-diazabicyclo[3.2.0]heptane-2-carboxylate